(R)-N,N-dibenzyl-2-((2-methylallyl)oxy)pent-4-en-1-amine C(C1=CC=CC=C1)N(C[C@@H](CC=C)OCC(=C)C)CC1=CC=CC=C1